3-carboxy-1-(p-sulfophenyl)-5-pyrazolone C(=O)(O)C1=NN(C(C1)=O)C1=CC=C(C=C1)S(=O)(=O)O